N-{2-[(1S)-1-(3-ethoxy-4-methoxyphenyl)-2-methyl-sulfonylethyl]-1,3-dioxo-2,3-dihydro-1H-isoindol-4-yl}acetamide C(C)OC=1C=C(C=CC1OC)[C@@H](CS(=O)(=O)C)N1C(C2=CC=CC(=C2C1=O)NC(C)=O)=O